FC1(CC2(CN(C2)C2=CC=C(C=N2)C2=NNC3=CC=C(C=C23)OC(C)C2=C3C(=NC=C2F)NC=C3)C1)F 3-(6-(6,6-difluoro-2-azaspiro[3.3]heptan-2-yl)pyridin-3-yl)-5-(1-(5-fluoro-1H-pyrrolo[2,3-b]pyridin-4-yl)ethoxy)-1H-indazole